O=C1N(C=2C(=NC=CC2)N1)C(=O)OC(C)(C)C tert-Butyl 2-oxo-2,3-dihydro-1H-imidazo[4,5-b]pyridine-1-carboxylate